[1,4]Oxazepin-5-one O1CC=NC(C=C1)=O